CC1N(C1)C(CCCC)=O 2-methyl-1-Valeryl-aziridine